N-(1-(2-chloro-5-oxo-5,7-dihydro-6H-pyrrolo[3,4-b]pyridin-6-yl)-2-methylpropan-2-yl)acetamide ClC1=CC=C2C(=N1)CN(C2=O)CC(C)(C)NC(C)=O